FC=1C=2CCCC2C(=C2CCCC12)NC(=O)N=S(=O)(N)C=1C=NN2C1OC[C@@H](C2)N2CC(C2)OC (6R)-N'-((8-fluoro-1,2,3,5,6,7-hexahydro-s-indacen-4-yl)carbamoyl)-6-(3-methoxyazetidin-1-yl)-6,7-dihydro-5H-pyrazolo[5,1-b][1,3]oxazine-3-sulfonimidamide